tert-butyl (tert-butoxycarbonyl)(7-(6-chloro-4-cyanopyridin-2-yl)-[1,2,4]triazolo[1,5-a]pyridin-2-yl)carbamate C(C)(C)(C)OC(=O)N(C(OC(C)(C)C)=O)C1=NN2C(C=C(C=C2)C2=NC(=CC(=C2)C#N)Cl)=N1